C(CCC)S(CCCC)CC(=O)[O-].C(C)[Sn+2]CC.C(CCC)S(CCCC)CC(=O)[O-] diethyltin S,S-dibutylmercaptoacetate